ICCCOCCOCC#C 1-iodo-3-(2-prop-2-ynoxyethoxy)propane